[Na].C(#N)CN1N=CC(=C1)N(S(=O)(=O)NC(=O)NC1=C2CCCC2=CC=2CCCC12)C1CCOCC1 1-{[1-(cyanomethyl)-1H-pyrazol-4-yl](oxan-4-yl)sulfamoyl}-3-(1,2,3,5,6,7-hexahydro-s-indacen-4-yl)urea sodium salt